N-(5-(2-(4-(trifluoromethyl)phenoxy)ethyl)-1H-indol-3-yl)spiro[2.3]hexane-1-carboxamide FC(C1=CC=C(OCCC=2C=C3C(=CNC3=CC2)NC(=O)C2CC23CCC3)C=C1)(F)F